CC1=CC=C(C=C1)S(=O)(=O)N[C@@H](C)C(=O)C(C)(C)O N-(p-toluenesulfonyl)-L-alanyl-isopropyl alcohol